Cl.C(CCCC)(=O)O pentanoic acid hydrochloric acid salt